CCCCCCCCC=C The molecule is an alkene that is octadecane containing one double bond at position 1. It has a role as a metabolite.